OC1C2CN(CC12)C(=O)OC(C)(C)C tert-butyl 6-hydroxy-3-azabicyclo[3.1.0]hexane-3-carboxylate